C(C)OC(C=CC=C)=O Penta-2,4-dienoic acid ethyl ester